(S)-2-(difluoromethoxy)propan-1-amine hydrochloride Cl.FC(O[C@H](CN)C)F